(Ra)-6-(1-(4-(tert-butyl)benzyl)-4-chloro-1H-indole-7-carboxamido)spiro[3.3]heptane C(C)(C)(C)C1=CC=C(CN2C=CC3=C(C=CC(=C23)C(=O)NC2CC3(CCC3)C2)Cl)C=C1